ClC=1C=C(C=NC1C1=NOC(=N1)CCCC=O)NC(=O)NC=1C=NC=2N(C1C1CCCC1)N=CC2 N-{5-Chloro-6-[5-(4-oxobutyl)-1,2,4-oxadiazol-3-yl]pyridin-3-yl}-N'-(7-cyclopentylpyrazolo[1,5-a]pyrimidin-6-yl)urea